CC1CC(CCCCCCCC/C=C/C1)=O (E)-3-methyl-5-cyclotetradecen-1-one